OC1C(C=CC2=CC=CC=C12)OC(=O)N1C(C(C2=CC=CC=C12)C1=CC=C(C=C1)OC)=O (1-hydroxy-1,2-dihydronaphthalen-2-yl)-3-(4-methoxyphenyl)-2-oxoindoline-1-carboxylate